5-(aminomethyl)-2-methyl-N-[(1R)-1-[2-(1H-1,2,3-triazol-1-yl)quinolin-4-yl]ethyl]benzamide NCC=1C=CC(=C(C(=O)N[C@H](C)C2=CC(=NC3=CC=CC=C23)N2N=NC=C2)C1)C